BrC1=CC2=C(C3=CC=CC=C3C(=C2C=C1)C1=CC2=CC=CC=C2C=C1)C1=CC=CC=C1 2-bromo-10-(naphthalen-2-yl)-9-phenylanthracene